zinc (II) dithiocarbamate C(N)([S-])=S.[Zn+2].C(N)([S-])=S